CC(C)CN1C=NC2=C1C3=CC=CC=C3N=C2N The molecule is an imidazoquinoline fused [4,5-c] carrying isobutyl and amino substituents at N-1 and C-4 respectively. A prescription medication, it acts as an immune response modifier and is used to treat genital warts, superficial basal cell carcinoma, and actinic keratosis. It has a role as an antineoplastic agent and an interferon inducer.